O-BROMONITROBENZENE C1=CC=C(C(=C1)[N+](=O)[O-])Br